Pentane-1-carboxylic acid benzyl ester C(C1=CC=CC=C1)OC(=O)CCCCC